BrC1=NC(=CC=C1)C 2-Bromo-6-methylpyridin